3-methoxy-9-hydroxybenzo[5,6]oxazepino[4,3-b]benzofuran-7(5H)-one COC1=CC2=C(C=C3OC=4C(=C3NO2)C(C=C(C4)O)=O)C=C1